2-(5-(2-(((R)-1-((R or S)-5-cyano-2-oxo-1,2,3,4-tetrahydroquinolin-3-yl)ethyl)amino)ethyl)-2-methylphenyl)acetic acid C(#N)C1=C2C[C@@H](C(NC2=CC=C1)=O)[C@@H](C)NCCC=1C=CC(=C(C1)CC(=O)O)C |o1:5|